6-[[(1S)-4-Bromoindan-1-yl]-amino]-2-methoxy-5-(trifluoromethyl)-pyridine-3-carbonitrile BrC1=C2CC[C@@H](C2=CC=C1)NC1=C(C=C(C(=N1)OC)C#N)C(F)(F)F